4-Butoxy-3-methoxybenzoic acid propyl ester C(CC)OC(C1=CC(=C(C=C1)OCCCC)OC)=O